diethyl 3,3'-(ethane-1,2-diylbis(5-carbamoyl-1H-benzo[d]imidazole-1,2-diyl))bis(4-methylbenzo[b]thiophene-2-carboxylate) C(CN1C(=NC2=C1C=CC(=C2)C(N)=O)C=2C1=C(SC2C(=O)OCC)C=CC=C1C)N1C(=NC2=C1C=CC(=C2)C(N)=O)C=2C1=C(SC2C(=O)OCC)C=CC=C1C